N-acryloyl-4-amino-2,2,6,6-tetramethylpiperidine C(C=C)(=O)N1C(CC(CC1(C)C)N)(C)C